COC1C[C@H](OC1)CO ((2S)-4-Methoxytetrahydrofuran-2-yl)methanol